CO[C@@H](CN(CC[C@@H](C(=O)O)NC1=NC(=NC2=CC=CC=C12)C)CCCCC1=NC=2NCCCC2C=C1)C (S)-4-(((R)-2-methoxypropyl)(4-(5,6,7,8-tetrahydro-1,8-naphthyridin-2-yl)butyl)amino)-2-((2-methylquinazolin-4-yl)amino)butanoic acid